(S)-2'-((1-methylpyrrolidin-2-yl)methoxy)-6'H-spiro[cyclopropane-1,5'-pyrido[3,4-d]pyrimidine]-7'(8'H)-carboxylic acid tert-butyl ester C(C)(C)(C)OC(=O)N1CC=2N=C(N=CC2C2(C1)CC2)OC[C@H]2N(CCC2)C